2-((3,5-dicyano-6-(4-(2,5-dioxopyrrolidin-1-yl)piperidin-1-yl)-4-ethylpyridin-2-yl)sulfanyl)-2-phenylacetamide C(#N)C=1C(=NC(=C(C1CC)C#N)N1CCC(CC1)N1C(CCC1=O)=O)SC(C(=O)N)C1=CC=CC=C1